2-methyl-4-(methyl-d3)-7-(benzenesulfonyl)-1,2,4,7-tetrahydro-3H-pyrrolo[3',2':5,6]Pyrido[3,4-b]Pyrazin-3-one CC1NC2=C(N(C1=O)C([2H])([2H])[2H])C=NC1=C2C=CN1S(=O)(=O)C1=CC=CC=C1